4-phenylnaphthalene-1-boronic acid C1(=CC=CC=C1)C1=CC=C(C2=CC=CC=C12)B(O)O